C(C)(C)(C)OC(C(CCOC(C)(C)C)N1C(C=C(C(=C1)OC)C1=C(C=CC(=C1)Cl)C1=CN=CO1)=O)=O 4-tert-butoxy-2-{4-[5-chloro-2-(1,3-oxazol-5-yl)phenyl]-5-methoxy-2-oxopyridin-1(2H)-yl}butanoic acid tert-butyl ester